5-[4-(4-methylpiperazin-1-yl)phenyl]-3-phenyl-1H-pyrrolo[2,3-b]pyridine CN1CCN(CC1)C1=CC=C(C=C1)C=1C=C2C(=NC1)NC=C2C2=CC=CC=C2